CC1=NC(=NO1)CN1C=NC=2C=NC=3C=CC=CC3C21 (5-methyl-1,2,4-oxadiazol-3-ylmethyl)-1H-imidazo[4,5-c]quinoline